C(CCCCCCC\C=C/C\C=C/CCCCC)(=O)OCC(COC(CCCCCCCCCCCCCCC)=O)OC(NC1CN(C1)CC(CF)CF)=O 2-(((1-(3-fluoro-2-(fluoromethyl)propyl)azetidin-3-yl)carbamoyl)oxy)-3-(palmitoyloxy)propyl (9Z,12Z)-octadeca-9,12-dienoate